6-(4-(1H-pyrazol-1-yl)benzyl)-N-((1S,2S)-2-hydroxycyclohexyl)-5-oxo-5,6-dihydro-1,6-naphthyridine-8-carboxamide N1(N=CC=C1)C1=CC=C(CN2C(C=3C=CC=NC3C(=C2)C(=O)N[C@@H]2[C@H](CCCC2)O)=O)C=C1